4,4,5,5-tetramethyl-2-(naphtho[2,1-b]triphenyleno[2,3-d]furan-11-yl)-1,3,2-dioxaborolane CC1(OB(OC1(C)C)C1=CC2=CC=CC=C2C2=C1OC1=C2C=C2C=3C=CC=CC3C=3C=CC=CC3C2=C1)C